N-[(5-methylfuran-2-yl)methyl]benzamide CC1=CC=C(O1)CNC(C1=CC=CC=C1)=O